di-t-amyl dicarbonate C(=O)(OC(C)(C)CC)OC(=O)OC(C)(C)CC